benzyl 3-chloro-4-(1,3-dioxoisoindolin-2-yl)-5,6-difluoropicolinate ClC=1C(=NC(=C(C1N1C(C2=CC=CC=C2C1=O)=O)F)F)C(=O)OCC1=CC=CC=C1